dimethyl-dioctadecylbenzene CC1=C(C(=C(C=C1)CCCCCCCCCCCCCCCCCC)CCCCCCCCCCCCCCCCCC)C